NC1=C2C(=NC=N1)N(N=C2C2=CC=C(C=C2)OC2=CC=CC=C2)C2CCN(CC2)CCN2CCC(CC2)CSC=2C=C1CN(C(C1=CC2)=O)C2C(NC(CC2)=O)=O 3-(5-(((1-(2-(4-(4-amino-3-(4-phenoxyphenyl)-1H-pyrazolo[3,4-d]pyrimidin-1-yl)piperidin-1-yl)ethyl)piperidin-4-yl)methyl)thio)-1-oxoisoindolin-2-yl)piperidine-2,6-dione